tert-butyl 4-(5-((3-(4-(2-(4-bromophenyl)propan-2-yl)thiazol-2-yl)ureido)methyl)-3-fluoropyridin-2-yl)piperazine-1-carboxylate BrC1=CC=C(C=C1)C(C)(C)C=1N=C(SC1)NC(NCC=1C=C(C(=NC1)N1CCN(CC1)C(=O)OC(C)(C)C)F)=O